[4-(4-tert-butylphenyl)sulfonylmorpholin-2-yl]benzothiophene-2-carboxamide C(C)(C)(C)C1=CC=C(C=C1)S(=O)(=O)N1CC(OCC1)C1=C(SC2=C1C=CC=C2)C(=O)N